1-Bromo-2-(methoxymethoxy)-4-(methoxymethyl)benzene BrC1=C(C=C(C=C1)COC)OCOC